COC(=O)C=1N(C=CC1)C1=C(C=C(C=C1[N+](=O)[O-])C(=O)OC)Br 1-(2-bromo-4-(methoxycarbonyl)-6-nitrophenyl)-1H-pyrrole-2-carboxylic acid methyl ester